(R)-1-phenylethyl 4-(6-(1-methyl-1H-pyrazol-4-yl)pyrazolo[1,5-a]pyridin-3-yl)-1,4-diazepane-1-carboxylate CN1N=CC(=C1)C=1C=CC=2N(C1)N=CC2N2CCN(CCC2)C(=O)O[C@H](C)C2=CC=CC=C2